2-bromo-4-(trifluoromethyl)-benzoic acid methyl ester COC(C1=C(C=C(C=C1)C(F)(F)F)Br)=O